2-methylthioethylcarbamate (2-methylthioethyl carbamate) CSCCNC(O)=O.CSCCNC(O)=O